(Z)-4-((4-fluorobenzoyl)oxy)pent-2-enoic acid FC1=CC=C(C(=O)OC(\C=C/C(=O)O)C)C=C1